CN1C(C(=CC(=C1)C1=NC(=NC=C1CCC)S(=O)(=O)C)C)=O 1,3-dimethyl-5-(2-methylsulfonyl-5-propylpyrimidin-4-yl)pyridin-2-one